FC1(CC(C1)(CC1=NN=CN1C)C=1C=C(C=CC1)N1C(C2=CC(=CC(=C2C1)C(F)(F)F)CN1C[C@@H](NCC1)C(C)C)=O)F (S)-2-(3-(3,3-difluoro-1-((4-methyl-4H-1,2,4-triazol-3-yl)methyl)cyclobutyl)phenyl)-6-((3-isopropylpiperazin-1-yl)methyl)-4-(trifluoromethyl)isoindolin-1-one